tert-butyl 6'-methyl-2'-(quinolin-3-yl)-5',6'-dihydrospiro[azetidine-3,4'-pyrrolo[1,2-b]pyrazole]-1-carboxylate CC1CC2(C=3N1N=C(C3)C=3C=NC1=CC=CC=C1C3)CN(C2)C(=O)OC(C)(C)C